1-(chroman-6-ylsulfonyl)-N-(benzo[d]thiazol-5-yl)-piperidine-4-carboxamide O1CCCC2=CC(=CC=C12)S(=O)(=O)N1CCC(CC1)C(=O)NC=1C=CC2=C(N=CS2)C1